CC1=C(CN2C=NC3=C2C=C(C=C3)C(=O)OC)C=CC(=C1)B1OC(C(O1)(C)C)(C)C methyl 1-(2-methyl-4-(4,4,5,5-tetramethyl-1,3,2-dioxaborolan-2-yl) benzyl)-1H-benzo[d]imidazole-6-carboxylate